ClC1=C(C=CC(=C1)F)C1=CC=NC2=CC(=CC=C12)O[C@@H](C(=O)N1CCC2(COC2)CC1)C (2R)-2-[[4-(2-Chloro-4-fluoro-phenyl)-7-quinolyl]oxy]-1-(2-oxa-7-azaspiro[3.5]nonan-7-yl)propan-1-on